NC1=C(C(=O)O)C=C(C=N1)C=1C=C2C=NN(C2=CC1)C1CCN(CC1)C(C)C 2-amino-5-(1-(1-isopropylpiperidin-4-yl)-1H-indazol-5-yl)nicotinic acid